tert-butyl cis-3-(hydroxymethyl)-3-nitrocyclobutanecarboxylate OCC1(CC(C1)C(=O)OC(C)(C)C)[N+](=O)[O-]